C(C)(=O)NC1=C(C=CC(=C1)NC1=NC=C(C(=N1)C1=CNC2=CC=CC=C12)Cl)NC(CCN(C)C)=O N-(2-acetamido-4-((5-chloro-4-(1H-indol-3-yl)pyrimidin-2-yl)amino)phenyl)-3-(dimethylamino)propanamide